3,3-difluoro-4-methoxypiperidine-1-carboxylic acid tert-butyl ester C(C)(C)(C)OC(=O)N1CC(C(CC1)OC)(F)F